Cl.C(#N)CC1CNC1 3-(cyanomethyl)azetidine hydrochloride